C(C)(C)(C)OC(=O)N1[C@@H](CN(CC1)C(=O)OC(C)(C)C)C(C)=O (S)-2-Acetylpiperazine-1,4-dicarboxylic acid di-tert-butyl ester